2-[[5-[3-[benzoyl-[2,2-dimethyl-1-[(3-nitrophenyl)methylsulfonyl]-4-piperidyl]amino]phenyl]-2-tert-butoxycarbonyl-4-chloro-3-thienyl]oxy]acetic acid C(C1=CC=CC=C1)(=O)N(C=1C=C(C=CC1)C1=C(C(=C(S1)C(=O)OC(C)(C)C)OCC(=O)O)Cl)C1CC(N(CC1)S(=O)(=O)CC1=CC(=CC=C1)[N+](=O)[O-])(C)C